5-Formyl-4-methoxy-1-{2-[4-(methylsulfonyl)piperazin-1-yl]propyl}-1H-indole-2-carbonitril C(=O)C=1C(=C2C=C(N(C2=CC1)CC(C)N1CCN(CC1)S(=O)(=O)C)C#N)OC